N-(2,4-dimethoxybenzyl)-3-(4-phenoxyphenyl)-1-(1,4-dioxaspiro[4.5]decan-8-yl)-1H-pyrazolo[4,3-c]pyridin-4-amine COC1=C(CNC2=NC=CC3=C2C(=NN3C3CCC2(OCCO2)CC3)C3=CC=C(C=C3)OC3=CC=CC=C3)C=CC(=C1)OC